C(C)(C)(C)OC(=O)N1CCN(CC1)C1=CC2=C(NC(N2C=2C=NC=CC2)=O)C=C1F 4-(6-fluoro-2-oxo-3-(pyridin-3-yl)-2,3-dihydro-1H-benzo[d]imidazol-5-yl)piperazine-1-carboxylic acid tert-butyl ester